CN(CCCNS(=O)(=O)C=1C(=C(C=CC1)C1=C(C(=CC=C1)OCCCN1C[C@@H](CC1)O)C)C)C (R)-N-(3-(dimethylamino)propyl)-3'-(3-(3-hydroxypyrrolidin-1-yl)propoxy)-2,2'-dimethyl-[1,1'-biphenyl]-3-sulfonamide